(R)-2-(5-chloro-4-((1-(2,4-dichlorophenyl) ethyl) amino)-6-methylpyrimidin-2-yl)-2,6-diazaspiro[3.4]octane-6-carboxylate ClC=1C(=NC(=NC1C)N1CC2(C1)CN(CC2)C(=O)[O-])N[C@H](C)C2=C(C=C(C=C2)Cl)Cl